COC(=O)C=1C=C2N(CCCC(C2)OC)C1 8-methoxy-6,7,8,9-tetrahydro-5H-pyrrolo[1,2-a]azepine-2-carboxylic acid methyl ester